3-amino-N-{2-[3-(ethylamino)-4-methoxypyrrolidin-1-yl]-5,6,7,8-tetrahydroquinolin-6-yl}-6-methylthieno[2,3-b]pyridine-2-carboxamide NC1=C(SC2=NC(=CC=C21)C)C(=O)NC2CC=1C=CC(=NC1CC2)N2CC(C(C2)OC)NCC